COC1=CC=2N(C=C1)N=C(N2)NC(CC2=CC=C(OC1=NC=CC=C1C(=O)N)C=C2)=O 2-(4-(2-((7-methoxy-[1,2,4]triazolo[1,5-a]pyridin-2-yl)amino)-2-oxoethyl)phenoxy)pyridine-3-carboxamide